COC(=O)C=1C=NC(=CC1)C1=NC=CN=C1[C@@H](C)N.S1C(=CC2=C1C=CC=C2)C2=C(N=C(O2)C)C2=C(C=C(C=C2)Cl)Cl |r| 5-(benzothien-2-yl)-4-(2,4-dichlorophenyl)-2-methyl-oxazole (rac)-Methyl-6-{3-[1-aminoethyl]pyrazin-2-yl}pyridine-3-carboxylate